3-(hydroxymethyl)-1-methyl-1H-pyrazole-5-carboxylic acid tert-butyl ester C(C)(C)(C)OC(=O)C1=CC(=NN1C)CO